3-bromo-5-(trifluoromethyl)benzoyl chloride BrC=1C=C(C(=O)Cl)C=C(C1)C(F)(F)F